C(C)(C)C1=C(C(=CC(=C1)C(C)C)C(C)C)S(=O)(=O)OC1=NC(=NC2=CC3=C(C=C12)C(CC3)N3CCN(CC3)C3COC3)C 2-methyl-6-[4-(oxetan-3-yl) piperazin-1-yl]-7,8-dihydro-6H-cyclopenta[g]quinazolin-4-yl 2,4,6-triisopropylbenzenesulfonate